BrC(C(=O)C1=CC(=C(C=C1)Cl)OC)CC(C)(C)C 2-bromo-1-(4-chloro-3-methoxyphenyl)-4,4-dimethylpentan-1-one